N-benzoyl-2'-deoxycytidine C(C1=CC=CC=C1)(=O)NC1=NC(N([C@H]2C[C@H](O)[C@@H](CO)O2)C=C1)=O